BrCCCCCCCCCCCCCCCCCCCCCC(=O)OC methyl 22-bromodocosanoate